[Cl-].C(CCCCCCC)N1CN(C=C1)CCCCCCCC 1,3-dioctyl-imidazole chloride salt